C(C=C)(=O)OCC1CCC(CC1)COC(C=C)=O 1,4-Cyclohexanedimethanol Diacrylat